(1S,2R)-2-fluorocyclopropanecarboxamide F[C@H]1[C@@H](C1)C(=O)N